C(C)C(C(=O)O)CCCC.C(CCCCC)(=O)OCC ethyl hexanoate (ethylhexanoate)